C(=C)O[Si](OC)(OC)OC vinyl(trimethoxysilyl) ether